(4-((2-butyl-4-oxo-1,3-diazaspiro[4.4]non-1-en-3-yl)methyl)-2'-(N-(4,5-dimethylisoxazol-3-yl)sulfamoyl)-[1,1'-biphenyl-2-yl]methyl)-N,3,3-trimethylbutyramide C(CCC)C1=NC2(C(N1CC1=CC(=C(C=C1)C1=C(C=CC=C1)S(NC1=NOC(=C1C)C)(=O)=O)CC(C(=O)NC)C(C)(C)C)=O)CCCC2